O=C1NN=C2N1[C@@H](CCC2)C(=O)OC methyl (S)-3-oxo-2,3,5,6,7,8-hexahydro-[1,2,4]triazolo[4,3-a]pyridine-5-carboxylate